diphenyl-(4-(2-((tetrahydro-2H-pyran-2-yl)oxy)ethoxy)phenyl)sulfonium C1(=CC=CC=C1)[S+](C1=CC=C(C=C1)OCCOC1OCCCC1)C1=CC=CC=C1